C1=CC=CC2=CC3=CC=CC=C3C(=C12)C(=O)Cl L-9-anthraceneformyl chloride